6-(3-chloropyridin-4-yl)-2-(3-fluorophenoxymethyl)imidazo[1,2-a]pyrimidine ClC=1C=NC=CC1C=1C=NC=2N(C1)C=C(N2)COC2=CC(=CC=C2)F